1-(2-amino-2-methylpropyl)-2-(ethoxymethyl)-1H-imidazo-[4,5-c]quinolin-4-amine NC(CN1C(=NC=2C(=NC=3C=CC=CC3C21)N)COCC)(C)C